2,3-EPOXYDECANAL C(C1C(CCCCCCC)O1)=O